FC(C(F)F)(OC1=CC=C(C=C1)C1(CC1)C1=NOC(=N1)CC(C(=O)OC(C)(C)C)=C)F tert-butyl 2-((3-(1-(4-(1,1,2,2-tetrafluoroethoxy)phenyl)cyclopropyl)-1,2,4-oxadiazol-5-yl)methyl)acrylate